dihydro[3,4'-bipyridine] N1CC(=CC=C1)C1=CC=NC=C1